2-Methyl-5-(3-(trifluoromethyl)phenyl)-N-(3-(2-(piperidin-1-yl)propyl)-1,2,4-thiadiazole-5-yl)thiophene-3-carboxamide CC=1SC(=CC1C(=O)NC1=NC(=NS1)CC(C)N1CCCCC1)C1=CC(=CC=C1)C(F)(F)F